C(C)C1=C(C(OC2=CC=CC=C12)=O)C1=CC=C(C=C1)OC 4-ethyl-3-(4-methoxyphenyl)-2H-chromen-2-one